S([O-])(O)=O.[Na+] Natrium bisulfit